4-methylsulfanyl-6-[1-[(3S)-1-(2-tetrahydropyran-2-yloxyethyl)-3-piperidyl]pyrazol-4-yl]pyrazolo[1,5-a]pyridine-3-carbonitrile CSC=1C=2N(C=C(C1)C=1C=NN(C1)[C@@H]1CN(CCC1)CCOC1OCCCC1)N=CC2C#N